FC1=CC=C2C(C(CO2)O)=C1C#N 5-fluoro-3-hydroxy-2,3-dihydrobenzofuran-4-carbonitrile